FC=1C=C(C=C2C(=NNC12)C)N 7-fluoro-3-methyl-1H-indazol-5-amine